7-benzyloxy-N-[4-[[1-(2,6-dioxo-3-piperidyl)-3-methyl-2-oxo-benzimidazol-5-yl]amino]phenyl]-5-fluoro-6-(1,1,4-trioxo-1,2,5-thiadiazolidin-2-yl)naphthalene-2-carboxamide C(C1=CC=CC=C1)OC1=C(C(=C2C=CC(=CC2=C1)C(=O)NC1=CC=C(C=C1)NC1=CC2=C(N(C(N2C)=O)C2C(NC(CC2)=O)=O)C=C1)F)N1S(NC(C1)=O)(=O)=O